COCCOC=1C=C(C=CC1)B1OC(C(O1)(C)C)(C)C 2-(3-(2-methoxyethoxy)phenyl)-4,4,5,5-tetramethyl-1,3,2-dioxaborolane